The molecule is an amino acid zwitterion resulting from a transfer of a proton from the carboxy group to the amino group of nocardicin G; major species at pH 7.3. It is a tautomer of a nocardicin G. C1[C@@H](C(=O)N1[C@H](C2=CC=C(C=C2)O)C(=O)[O-])NC(=O)[C@@H](C3=CC=C(C=C3)O)[NH3+]